3-bromo-4-fluoro-1-methyl-1H-pyrazole BrC1=NN(C=C1F)C